ClC=1C=C(C=CC1)C1=CC(=C2C(=N1)CCC2)NC2=C(C(=O)[O-])C=CC=C2 ((2-(3-chlorophenyl)-6,7-dihydro-5H-cyclopenta[b]pyridin-4-yl)amino)benzoate